8-isopropoxy-7-methoxy-1-thiophen-3-yl-1,4-dihydro-chromeno[4,3-c]pyrazole-3-carboxylic acid (3-amino-propyl)-amide NCCCNC(=O)C=1C2=C(N(N1)C1=CSC=C1)C=1C=C(C(=CC1OC2)OC)OC(C)C